C(CCCCCCCCCC)C1=C(C=C(O)C=C1)O 4-undecyl-resorcinol